8-(2,2,2-trifluoroacetyl)-3,8-diaza-bicyclo[3.2.1]octane FC(C(=O)N1C2CNCC1CC2)(F)F